(±)-rel-(3S,4S)-4-(1-(2,2-difluoroethyl)-4-((5-methoxy-7-methyl-1H-indol-4-yl)oxy)piperidin-3-yl)benzoic acid FC(CN1C[C@@H]([C@H](CC1)OC1=C2C=CNC2=C(C=C1OC)C)C1=CC=C(C(=O)O)C=C1)F |r|